C[C@@H]1COCCN1C1=C(N=NC(=C1)N1[C@@H](COCC1)C)C#N 4,6-bis((R)-3-methylmorpholino)pyridazine-3-carbonitrile